ClC1=NC=2CNCCC2C=C1 2-chloro-5,6,7,8-tetrahydro-1,7-naphthyridine